CC1=C(OC2N(C(N(C2)C2=C(C=C(C=C2C)C)C)=N)C2=C(C=C(C=C2C)C)C)C(=CC=C1)C (2,6-dimethylphenoxy)(1,3-bis(2,4,6-trimethylphenyl)-imidazolidinimine)